C(CCCCCCC)S(=O)(=O)Cl 1-octanesulfonyl chloride